OC1=C(C#N)C(=CC=C1)N1N=C2C=NC(=CC2=C1)N1CCN(CC1)S(=O)(=O)C 2-Hydroxy-6-(5-(4-(methylsulfonyl)piperazin-1-yl)-2H-pyrazolo[3,4-c]pyridine-2-yl)benzonitrile